BrC=1C=C2C(=CN(C2=CC1)C(=O)OCCCCP(=O)(=O)O)/C(=C/C1=C(C=CC(=C1)OC)C#N)/C#N 4-[hydroxy(dioxo)-lambda6-phosphanyl]butyl 5-bromo-3-[(Z)-1-cyano-2-(2-cyano-5-methoxy-phenyl)vinyl]indole-1-carboxylate